O=S1(C2=C(OCCN1)C=C(C=C2)NC2=NNC(=C2)[C@@H]2C[C@@H](CC2)N(C(O)=O)C(C)C)=O.COCC(C(=O)N(C2=CC=C(C=C2)C)C)=C 2-(methoxymethyl)-N-methyl-N-(p-tolyl)acrylamide (1R,3S)-3-(3-((1,1-dioxido-3,4-dihydro-2H-benzo[b][1,4,5]oxathiazepin-7-yl)amino)-1H-pyrazol-5-yl)cyclopentyl-isopropylcarbamate